ethyl 5-bromo-2-((4-fluoro-2-methyl-phenyl)amino)-4-(trifluoromethoxy)-benzoate BrC=1C(=CC(=C(C(=O)OCC)C1)NC1=C(C=C(C=C1)F)C)OC(F)(F)F